CC1=C(C=CC=C1C)C1=C(C=C2C(=N1)C(=NN2)C=2C=NN(C2)C2CCN(CC2)C(C)=O)OC 1-(4-(4-(5-(2,3-dimethylphenyl)-6-methoxy-1H-pyrazolo[4,3-b]pyridin-3-yl)-1H-pyrazol-1-yl)piperidin-1-yl)ethan-1-one